ClC1=C(C(=O)N2COC3=C(C2)C=CC=C3C3=CC(=C(C(=O)O)C=C3F)N3C2COCC3CC2)C(=CC(=C1)N1CC(C1)(C1=CC=CC=C1)O)Cl 4-[3-[2,6-Dichloro-4-(3-hydroxy-3-phenylazetidin-1-yl)benzoyl]-2,4-dihydro-1,3-benzoxazin-8-yl]-5-fluoro-2-(3-oxa-8-azabicyclo[3.2.1]octan-8-yl)benzoic acid